N=1N(N=CC1)C1=C(C=C(C=N1)NC(=O)C1=C(C=C(C=C1)C1=C(C=C(C=C1)F)Cl)C)C(F)(F)F N-(6-(2H-1,2,3-triazol-2-yl)-5-(trifluoromethyl)pyridin-3-yl)-2'-chloro-4'-fluoro-3-methyl-[1,1'-biphenyl]-4-carboxamide